[Si](C)(C)(C(C)(C)C)OCCCOC1=C(C=C(OC1=O)C(=O)OC)C1=C(C=CC=C1OC)OC methyl 5-{3-[(tert-butyldimethylsilyl)oxy]propoxy}-4-(2,6-dimethoxyphenyl)-6-oxopyran-2-carboxylate